C(C)OC(=O)C1CC(CCC1)C=1C=CC(=C(C(=O)OCC2=CC=CC=C2)C1)OC benzyl 5-(3-(ethoxycarbonyl) cyclohexyl)-2-methoxybenzoate